2-(3-chlorophenyl)-N-((S)-8,9-difluoro-6-oxo-1,4,5,6-tetrahydro-2H-pyrano[3,4-c]isoquinolin-1-yl)-(2S)-hydroxy-N-methylacetamide ClC=1C=C(C=CC1)[C@@H](C(=O)N(C)[C@@H]1COCC=2NC(C=3C=C(C(=CC3C21)F)F)=O)O